rac-(S)-N,N-dibenzyl-8-bromo-2'-chloro-4'-(1,4-oxazepan-4-yl)-3,4,5',8'-tetrahydro-2H-spiro[naphthalene-1,7'-pyrano[4,3-b]pyridin]-7-amine C(C1=CC=CC=C1)N(C1=CC=C2CCC[C@]3(CC4=NC(=CC(=C4CO3)N3CCOCCC3)Cl)C2=C1Br)CC1=CC=CC=C1 |r|